ethyl-diethanolamine oxide C(C)[N+](CCO)(CCO)[O-]